OC1(CC1)C(=O)OCN1C(C(CCC1=O)N1C(C2=CC=C(C=C2C1=O)F)=O)=O (3-(5-fluoro-1,3-dioxoisoindolin-2-yl)-2,6-dioxopiperidin-1-yl)methyl 1-hydroxycyclopropane-1-carboxylate